4-[(3-{4-[(4-cyano-cyclohexyl)amino]-1-(2,2,2-trifluoroethyl)-1H-indol-2-yl}prop-2-yn-1-yl)amino]-3-methoxy-N-methylbenzamide C(#N)C1CCC(CC1)NC1=C2C=C(N(C2=CC=C1)CC(F)(F)F)C#CCNC1=C(C=C(C(=O)NC)C=C1)OC